COC1=CC=C(CN2N=C3C(=C(C2=O)C(F)(F)F)CCC3CC(=O)O)C=C1 2-(2-(4-methoxybenzyl)-3-oxo-4-(trifluoromethyl)-3,5,6,7-tetrahydro-2H-cyclopenta[c]pyridazin-7-yl)acetic acid